trans-4-((4-(2-Cyclopropyloxazol-4-yl)pyridine-2-yl)((trans-4-(5-methoxy-6-methylpyridin-2-yl)cyclohexyl)methyl)carbamoyl)cyclohexyl 3-hydroxyazetidine-1-carboxylate OC1CN(C1)C(=O)O[C@@H]1CC[C@H](CC1)C(N(C[C@@H]1CC[C@H](CC1)C1=NC(=C(C=C1)OC)C)C1=NC=CC(=C1)C=1N=C(OC1)C1CC1)=O